[B]=[B].B#[W].B#[W]=[B] ditungsten pentaboride